COC1=CC(=NC=N1)C(=O)O 6-methoxypyrimidine-4-carboxylic acid